C1(=CC=CC=C1)C(C(C)N1N=CC(=C1)C=1C2=C(N=CN1)NC=C2)O 1-phenyl-2-[4-(7H-pyrrolo-[2,3-d]pyrimidin-4-yl)-1H-pyrazol-1-yl]propan-1-ol